1,1,1,3,3,3-Hexafluoropropan-2-yl 1-(2-(4-(methylsulfonamido)-4-oxobutyl)-4-(trifluoromethyl)benzyl)-1,8-diazaspiro[4.5]decane-8-carboxylate CS(=O)(=O)NC(CCCC1=C(CN2CCCC23CCN(CC3)C(=O)OC(C(F)(F)F)C(F)(F)F)C=CC(=C1)C(F)(F)F)=O